((S)-3-hydroxy-3-methylpiperidin-1-yl)pyrido[4,3-d]pyrimidin O[C@@]1(CN(CCC1)C=1N=CC2=C(N1)C=CN=C2)C